F[B-](F)(F)F.[N+](=[N-])=C1CC=C(C(=O)N)C=C1 4-diazobenzamide tetrafluoroborate